(R)-3-((3-(ethoxymethyl)-3-phenethyl-pyrrolidin-1-yl)methyl)pyridine C(C)OC[C@]1(CN(CC1)CC=1C=NC=CC1)CCC1=CC=CC=C1